FC=1C=C(C=CC1OCCC)C=1C=C2CC([C@H](C2=CC1)NC(O[C@@H]1CN2CCC1CC2)=O)(C)C (S)-quinuclidin-3-yl ((R)-5-(3-fluoro-4-propoxyphenyl)-2,2-dimethyl-2,3-dihydro-1H-inden-1-yl)carbamate